L-Glutamic acid-5-tert-butyl ester C(C)(C)(C)OC(CC[C@H](N)C(=O)O)=O